N-pentyl-N-decylurea C(CCCC)N(C(=O)N)CCCCCCCCCC